5-(7,8-dimethyl-[1,2,4]triazolo[1,5-a]pyridin-6-yl)-2-((2S,5R)-2,5-dimethylpiperazin-1-yl)-6-isopropyl-4H-pyrrolo[3,2-d]thiazole CC1=C(C=2N(C=C1C1=C(C=3N=C(SC3N1)N1[C@H](CN[C@@H](C1)C)C)C(C)C)N=CN2)C